Morpholino-[3-[2-(m-tolyl)ethynyl]-6,8-dihydro-5H-[1,2,4]triazolo[4,3-a]pyrazin-7-yl]methanone O1CCN(CC1)C(=O)N1CC=2N(CC1)C(=NN2)C#CC=2C=C(C=CC2)C